2-(8-isopropyl-5-oxothieno[3',2':4,5]pyrrolo[1,2-d][1,2,4]triazin-6(5H)-yl)-N-(1-(2,2,2-trifluoroethyl)piperidin-3-yl)acetamide 2,2,2-trifluoroacetate FC(C(=O)O)(F)F.C(C)(C)C1=NN(C(C=2N1C1=C(C2)C=CS1)=O)CC(=O)NC1CN(CCC1)CC(F)(F)F